ClC1=C(C=CC(=C1NC=1C(=C2C(N(C=NC2=CC1)C)=O)F)F)NS(=O)(=O)N1CC(C1)F N-(2-chloro-4-fluoro-3-((5-fluoro-3-methyl-4-oxo-3,4-dihydroquinazolin-6-yl)amino)phenyl)-3-fluoroazetidine-1-sulfonamide